COC=1C=C(C=C(C1)OC)N(C1=CC=C2N=CC(=NC2=C1)C=1C=NN(C1)CCCCCC(=O)NO)CCNC(C)C 6-(4-(7-((3,5-Dimethoxyphenyl)(2-(isopropylamino)ethyl)amino)quinoxalin-2-yl)-1H-pyrazole-1-yl)-N-hydroxycaproamide